C=C1[C@@H](O[C@H](C1)CCCO[Si](C1=CC=CC=C1)(C1=CC=CC=C1)C(C)(C)C)CCC=O 3-((2S,5S)-3-methylene-5-(3-(tert-butyldiphenylsiloxy)propyl)tetrahydrofuran-2-yl)propanal